C(#N)C1=C(C(=C(C(=C1N1C2=CC=CC=C2C=2C=C(C=CC12)C#N)C1=NC(=CC(=N1)C1=CC=CC=C1)C1=CC=CC=C1)N1C2=CC=CC=C2C=2C=C(C=CC12)C#N)N1C2=CC=CC=C2C=2C=C(C=CC12)C#N)N1C2=CC=CC=C2C=2C=C(C=CC12)C#N 9,9',9'',9'''-(4-cyano-6-(4,6-diphenylpyrimidin-2-yl)benzene-1,2,3,5-tetrayl)tetrakis(9H-carbazole-3-carbonitrile)